6-nitroso-6-aza-spiro[2.5]octane-1-carbonitrile N(=O)N1CCC2(CC2C#N)CC1